cyclopentyl-(4-(2,6-difluoro-4-(1H-pyrazol-4-yl)phenyl)piperidin-1-yl)methanone C1(CCCC1)C(=O)N1CCC(CC1)C1=C(C=C(C=C1F)C=1C=NNC1)F